FC(S(=O)(=O)OC1=CC2=C(N(CC(N(S2(=O)=O)C)CCCC)C2=CC=CC=C2)C=C1SC)(F)F 3-butyl-2-methyl-7-(methylthio)-1,1-dioxido-5-phenyl-2,3,4,5-tetrahydro-1,2,5-benzothiadiazepin-8-yl trifluoromethanesulfonate